2-((2-ethyl-6-(2-(1-(2-oxo-2-(pyrrolidin-1-yl)ethyl)piperidin-4-yl)pyrimidin-5-yl)imidazo[1,2-a]pyridin-3-yl)(methyl)amino)-4-(4-fluorophenyl)thiazole-5-carbonitrile C(C)C=1N=C2N(C=C(C=C2)C=2C=NC(=NC2)C2CCN(CC2)CC(N2CCCC2)=O)C1N(C=1SC(=C(N1)C1=CC=C(C=C1)F)C#N)C